1-(4-((4-(3-((2-((1S)-1-((tetrahydro-2H-pyran-2-yl) oxy) ethyl)-1H-imidazol-1-yl) methyl) isoxazol-5-yl) phenyl) ethynyl) azetidin-3-yl) acetate C(C)(=O)OC1CNC1C#CC1=CC=C(C=C1)C1=CC(=NO1)CN1C(=NC=C1)[C@H](C)OC1OCCCC1